C(#N)C1=CC=C(C=C1)NC(NC=1C=C(C(=O)O)C=C(C1)NC(=O)NC1=CC=C(C=C1)C=1NCCN1)=O.[C].[Ca] Calcium carbon 3-(3-(4-cyanophenyl)ureido)-5-(3-(4-(4,5-dihydro-1H-imidazol-2-yl)phenyl)ureido)benzoic acid